trans-(rac)-N-(benzo[d]thiazol-5-yl)-1-(benzo[d]thiazol-6-ylsulfonyl)-2-methylpiperidine-4-carboxamide S1C=NC2=C1C=CC(=C2)NC(=O)[C@H]2C[C@@H](N(CC2)S(=O)(=O)C2=CC1=C(N=CS1)C=C2)C |r|